C1(=CC=C(C=C1)S(=O)(=O)N1CC(CC1)N1C(=NC=2C1=C1C(=NC2)N(C=C1)S(=O)(=O)C1=CC=CC=C1)C(C)O)C1=CC=CC=C1 1-(1-([[1,1'-biphenyl]-4-yl-sulfonyl]pyrrolidin-3-yl)-6-(phenylsulfonyl)-1,6-dihydroimidazo[4,5-d]pyrrolo[2,3-b]pyridin-2-yl)ethanol